chloro-2'-deoxyadenosine Cl[C@@]1(C[C@H](O)[C@@H](CO)O1)N1C=NC=2C(N)=NC=NC12